(R)-tert-butyl 6-(3-(2-(methoxymethoxy)phenyl)-5-methyl-7,8-dihydro-5H-pyrido[3',4':4,5]pyrrolo[2,3-c]pyridazin-6(9H)-yl)-2-azaspiro[3.3]heptane-2-carboxylate COCOC1=C(C=CC=C1)C1=CC2=C(N=N1)NC1=C2[C@H](N(CC1)C1CC2(CN(C2)C(=O)OC(C)(C)C)C1)C